1-(4-((2,5-dioxo-2,5-dihydro-1H-pyrrol-1-yl)methyl)phenyl)-1-oxo-5,8,11,14,17,20-hexaoxa-2-azatricosan-23-oic acid O=C1N(C(C=C1)=O)CC1=CC=C(C=C1)C(NCCOCCOCCOCCOCCOCCOCCC(=O)O)=O